3-(5-(1-(benzo[d]thiazol-5-ylmethyl)piperidin-4-yl)-1-oxoisoindolin-2-yl)piperidine-2,6-dione S1C=NC2=C1C=CC(=C2)CN2CCC(CC2)C=2C=C1CN(C(C1=CC2)=O)C2C(NC(CC2)=O)=O